C(C)(C)(C)OC(=O)N1C[C@@H]([C@H](CC1)N)O.S(=O)(=O)([O-])OOS(=O)(=O)[O-].[K+].[K+] potassium persulfate tert-butyl-(3S,4S)-4-amino-3-hydroxypiperidine-1-carboxylate